1,3-dihydro-2-benzofuran-1-one C1(OCC2=C1C=CC=C2)=O